[Te](=O)(=O)(OO)F hydroxyl fluorotellurate